2-({4-[N-(4-fluorobicyclo[4.2.0]octa-1,3,5-trien-7-yl)-N'-hydroxycarbamimidoyl]-1,2,5-oxadiazol-3-yl}oxy)-N-(2-hydroxyethyl)-2-methylpropanamide FC1=CC=C2CC(C2=C1)NC(=NO)C=1C(=NON1)OC(C(=O)NCCO)(C)C